CC=1OC(=C(N1)[C@H](C(C)(C)O)S[C@@H]1O[C@@H]([C@@H]([C@@H]([C@H]1O)N1N=NC(=C1)C1=CC(=C(C(=C1)F)F)F)O)CO)C (2S,3R,4S,5R,6R)-2-(((R)-1-(2,5-dimethyloxazol-4-yl)-2-hydroxy-2-methylpropyl)thio)-6-(hydroxymethyl)-4-(4-(3,4,5-trifluorophenyl)-1H-1,2,3-triazol-1-yl)tetrahydro-2H-pyran-3,5-diol